NC1=C(C=C(C(=C1)Cl)OC)SCC(C(=O)O)(CCCC)CCCC 2-(((2-amino-4-chloro-5-methoxyphenyl)thio)methyl)-2-butylhexanoic acid